4-(1H-pyrazol-4-yl)benzamide N1N=CC(=C1)C1=CC=C(C(=O)N)C=C1